N,N,N',N'-tetraethylurea C(C)N(C(=O)N(CC)CC)CC